BrC=1C=C(NC2(CCC3(C(=CC4=CC=CC=C34)C3=CC=CC=C3)CC2)C(=O)O)C=CC1 (1r,4r)-4-(3-bromoanilino)-2'-phenylspiro[cyclohexane-1,1'-indene]-4-carboxylic acid